C(C(C)C)C1OCCC(C1)(C)CC(=O)O.O1C(C=CC=C1)CC(=O)O.CS(=O)(=O)C1=NC=C(C=N1)C#CCCCC(=O)N 6-(2-(methylsulfonyl)pyrimidin-5-yl)hexan-5-yneamide pyranyl-acetate (2-isobutyl-4-methyltetrahydropyran-4-ylacetate)